2-cyclopropyl-1-methyl-6-oxo-1,6-dihydropyrimidine-5-carboxylic acid methyl ester COC(=O)C1=CN=C(N(C1=O)C)C1CC1